N1(CCOCC1)C=1C2=C(N=CN1)N(C(=C2)C2CCC(CC2)NC(=O)C2=NC=CC(=C2)CN2C[C@@H](CCC2)NC(OC(C)(C)C)=O)COCC[Si](C)(C)C tert-butyl N-[(3R)-1-{[2-({4-[4-(morpholin-4-yl)-7-{[2-(trimethylsilyl)ethoxy]methyl}-7H-pyrrolo[2,3-d]pyrimidin-6-yl]cyclohexyl} carbamoyl)pyridin-4-yl]methyl}piperidin-3-yl]carbamate